1-[6-[5-[N-cyclopropyl-S-(trifluoromethyl)sulfonimidoyl]-1-methyl-benzimidazol-2-yl]-5-ethylsulfonyl-3-pyridyl]cyclopropanecarbonitrile C1(CC1)N=S(=O)(C(F)(F)F)C1=CC2=C(N(C(=N2)C2=C(C=C(C=N2)C2(CC2)C#N)S(=O)(=O)CC)C)C=C1